Cl[Si]([Si](C)(C)C1C=CC=C1)(C)C 1-chloro-2-(cyclopenta-2,4-dien-1-yl)-1,1,2,2-tetramethyldisilane